4-((1H-indol-7-yl) oxy)-2-chlorobenzoate N1C=CC2=CC=CC(=C12)OC1=CC(=C(C(=O)[O-])C=C1)Cl